C1(=CC(=CC=C1)C1=NC(=NC(=N1)C1=CC=CC=C1)C1=C(C=CC=C1)C1=CC=2C3(C4=CC(=CC=C4C2C=C1)C#N)CCCCC3)C3=CC=CC=C3 2'-(2-(4-([1,1'-biphenyl]-3-yl)-6-phenyl-1,3,5-triazin-2-yl)phenyl)spiro[cyclohexane-1,9'-fluorene]-7'-carbonitrile